4-(6-chloro-3-((1-(3,6-dimethyl-2-morpholino-4-oxo-4H-chromen-8-yl) ethyl)amino)pyridin-2-yl)-2-fluoro-6-formylphenyl trifluoromethanesulfonate FC(S(=O)(=O)OC1=C(C=C(C=C1C=O)C1=NC(=CC=C1NC(C)C=1C=C(C=C2C(C(=C(OC12)N1CCOCC1)C)=O)C)Cl)F)(F)F